N-(4-chloro-3-((1S,2R)-2-cyanocyclobutyl)phenyl)-3-(trifluoromethyl)-6-azabicyclo[3.1.1]heptane-6-carboxamide ClC1=C(C=C(C=C1)NC(=O)N1C2CC(CC1C2)C(F)(F)F)[C@@H]2[C@@H](CC2)C#N